BrC1=CC(=C(C=C1)C(C)=O)C 1-(4-bromo-2-methylphenyl)ethan-1-one